ethyl (2S)-2-amino-3-[[2-(tert-butoxycarbonylamino)acetyl]amino]propanoate N[C@H](C(=O)OCC)CNC(CNC(=O)OC(C)(C)C)=O